3-carboxy-2-oxo-glutaric acid C(=O)(O)C(C(C(=O)O)=O)CC(=O)O